3,5-diacetyl-1,4-dihydrodimethylpyridine C(C)(=O)C1=C(N(C=C(C1)C(C)=O)C)C